N-[(1S)-1-[[1-[1-(3-chloro-6-oxo-1H-pyridazin-5-yl)ethyl]pyrazol-4-yl]carbamoyl]-2,2-dicyclopropyl-ethyl]-4-ethyl-1,2,5-oxadiazole-3-carboxamide ClC1=NNC(C(=C1)C(C)N1N=CC(=C1)NC(=O)[C@H](C(C1CC1)C1CC1)NC(=O)C1=NON=C1CC)=O